(3-bromophenyl)(mesityl)iodonium trifluoromethansulfonate FC(S(=O)(=O)[O-])(F)F.BrC=1C=C(C=CC1)[I+]C1=C(C=C(C=C1C)C)C